BrC1=C(C(=O)N2CCC(CC2)C(=O)NCCNC)C=CC(=C1)NC=1C=2N(C=CN1)C(=CN2)C2=CC(=C(C=C2)OC)F 1-(2-bromo-4-((3-(3-fluoro-4-methoxyphenyl)imidazo[1,2-a]pyrazin-8-yl)amino)benzoyl)-N-(2-(methylamino)ethyl)piperidine-4-carboxamide